(4-methoxyphenyl)-N-methylbenzo[4,5]imidazo[1,2-a]pyrimidin-4-amine COC1=CC=C(C=C1)C1=NC=2N(C(=C1)NC)C1=C(N2)C=CC=C1